NC[C@H](N)C(=O)O 3-Amino-Alanin